C(C)(C)(C)OC(=O)NC1=CN(C2=CC=C(C=C12)O[C@@H]1C[C@@H](C1)C=1C=NC(=CC1)C(F)(F)F)C(=O)OC(C)(C)C tert-butyl 3-((tert-butoxycarbonyl)amino)-5-(cis-3-(6-(trifluoromethyl)pyridin-3-yl)cyclobutoxy)-1H-indole-1-carboxylate